8,11,12-trihydroxyeicosatrienoic acid CCCCCCCCC(C(CCC(C=CC=CC=CC(=O)O)O)O)O